p-ethyl-benzyl alcohol C(C)C1=CC=C(CO)C=C1